1-β-D-ribofuranosylimidazole-4-carboxamide [C@@H]1([C@H](O)[C@H](O)[C@H](O1)CO)N1C=NC(=C1)C(=O)N